(S)-7-(4-(5-fluoro-2-(pyrimidin-2-ylmethoxy)phenyl)piperidin-1-yl)-2-(1,3,4-oxadiazol-2-yl)-5-oxa-2-azaspiro[3.4]octane FC=1C=CC(=C(C1)C1CCN(CC1)[C@@H]1COC2(CN(C2)C=2OC=NN2)C1)OCC1=NC=CC=N1